((3-(dimethylamino)propyl)azanediyl)bis(decane-1,2-diyl) didodecanoate C(CCCCCCCCCCC)(=O)OC(CN(CC(CCCCCCCC)OC(CCCCCCCCCCC)=O)CCCN(C)C)CCCCCCCC